(2S,3R,4S,5S,6R)-2-(3-(benzo[b]thiophen-2-ylmethyl)-4-fluorophenyl)-6-(hydroxymethyl)-2-methoxytetrahydro-2H-pyran-3,4,5-triol S1C2=C(C=C1CC=1C=C(C=CC1F)[C@@]1(O[C@@H]([C@H]([C@@H]([C@H]1O)O)O)CO)OC)C=CC=C2